N1C=C(C=2C1=NC=CC2)C2=CC=CC(=N2)N2CCNCCC2 1-(6-{1H-Pyrrolo[2,3-b]pyridin-3-yl}pyridin-2-yl)-1,4-diazepane